3-{[(3R)-4-methylmorpholin-3-yl]methoxy}-5-(5-methyl-1,3-thiazol-2-yl)benzoic acid CN1[C@H](COCC1)COC=1C=C(C(=O)O)C=C(C1)C=1SC(=CN1)C